[phenyl(biphenylyl)triazinyl][(biphenylyl)dibenzothiophenyl]Benzene C1(=CC=CC=C1)C1=C(C(=NN=N1)C1=C(C=CC=C1)C1=C(C=CC=2SC3=C(C21)C=CC=C3)C3=C(C=CC=C3)C3=CC=CC=C3)C3=C(C=CC=C3)C3=CC=CC=C3